C1(CCCC1)C(=O)N1CC2CN(CC2C1)CC1=C(N=C2N1C=CC=C2)C2=CC=C(C=C2)C(C)C Cyclopentyl-[5-{[2-(4-isopropylphenyl)imidazo[1,2-a]pyridin-3-yl]methyl}hexahydropyrrolo[3,4-c]pyrrol-2(1H)-yl]methanone